[Si](C1=CC=CC=C1)(C1=CC=CC=C1)(C(C)(C)C)OC(C(=O)OCCCCCCOCC1=CC=CC=C1)CCC(=O)OCCCCCCOCC1=CC=CC=C1 Bis(6-(benzyloxy)hexyl) 2-((tert-butyldiphenylsilyl)oxy)pentanedioate